(3-{[2-(4-Chlorophenyl)imidazo[1,2-a]pyridin-3-yl]methyl}-3,8-diazabicyclo[3.2.1]oct-8-yl)(5-fluoro-2-methoxyphenyl)methanone ClC1=CC=C(C=C1)C=1N=C2N(C=CC=C2)C1CN1CC2CCC(C1)N2C(=O)C2=C(C=CC(=C2)F)OC